NC=1C2=C(N=CN1)N(C(=C2C=2C=NN(C2)C)C2=CCC1(CCN(CC1)C(=O)OC(C)(C)C)CC2)C tert-butyl 9-(4-amino-7-methyl-5-(1-methyl-1H-pyrazol-4-yl)-7H-pyrrolo[2,3-d]pyrimidin-6-yl)-3-azaspiro[5.5]undec-8-ene-3-carboxylate